3-hydroxy-4-(methylsulfonylmethyl)benzamide OC=1C=C(C(=O)N)C=CC1CS(=O)(=O)C